COC1=CC=C(CC=2N=C(C3=C(N2)C=C(C(=N3)N)C#CCN3CCOCC3)C=3C(=NN(C3)C)C3=CC=CC=C3)C=C1 (4-methoxybenzyl)-4-(1-methyl-3-phenyl-1H-pyrazol-4-yl)-7-(3-morpholinoprop-1-yn-1-yl)pyrido[3,2-d]pyrimidin-6-amine